3-chloro-6-[1-(trideuteromethyl)pyrazol-4-yl]Isoquinoline iron mono-lysinate N[C@@H](CCCCN)C(=O)[O-].[Fe+].ClC=1N=CC2=CC=C(C=C2C1)C=1C=NN(C1)C([2H])([2H])[2H]